COC1=C(C=CC(=C1)OC)C=1C=C2C(=NC1)NC(N2CC2=CC(=CC=C2)F)=O 6-(2,4-dimethoxyphenyl)-1-[(3-fluorophenyl)methyl]-3H-imidazo[4,5-b]pyridin-2-one